bismuth dodecanethiol C(CCCCCCCCCCC)S.[Bi]